C(C)(C)C1=C(NC2=CC=C(C=C12)C1CN(C1)C)C=1C(=C(C=2N(C1)N=CN2)C)C 6-(3-Isopropyl-5-(1-methylazetidin-3-yl)-1H-indol-2-yl)-7,8-dimethyl-[1,2,4]triazolo[1,5-a]pyridin